pentafluorophenyl 5-(2,4-dioxotetrahydropyrimidin-1(2H)-yl)-2-fluoro-4-methylbenzoate O=C1N(CCC(N1)=O)C=1C(=CC(=C(C(=O)OC2=C(C(=C(C(=C2F)F)F)F)F)C1)F)C